COC(C[C@H]1CN(CC(C1)(F)F)C=1C(=NC(=CC1)C=1N=NN(C1COC1=NOC(=N1)C1CC1)C)CC)=O (R)-2-(1-(6-(5-(((5-cyclopropyl-1,2,4-oxadiazol-3-yl)oxy)methyl)-1-methyl-1H-1,2,3-triazol-4-yl)-2-ethylpyridin-3-yl)-5,5-difluoropiperidin-3-yl)acetic acid methyl ester